C(CC)C(CC)S(=O)(=O)O 1-propyl-1-propanesulfonic acid